3-Nitrophenyl-hydrazine [N+](=O)([O-])C=1C=C(C=CC1)NN